(10-phenyl-10H-spiro[acridine-9,9'-xanthene]-1'-yl)boronic acid C1(=CC=CC=C1)N1C=2C=CC=CC2C2(C3=CC=CC=C3OC=3C=CC=C(C23)B(O)O)C2=CC=CC=C12